N-hydroxysulfosuccinimide methyl-3-(5-(3-fluoro-4-methyl-5-(6-methylimidazo[1,2-a]pyridine-3-carboxamido)phenyl)-1,2,4-oxadiazol-3-yl)azetidine-1-carboxylate COC(=O)N1CC(C1)C1=NOC(=N1)C1=CC(=C(C(=C1)NC(=O)C1=CN=C2N1C=C(C=C2)C)C)F.ON2C(C(CC2=O)S(=O)(=O)O)=O